2-[4,6-di(4-biphenylyl)-1,3,5-triazine-2-yl]-5-(2-ethylhexyloxy)phenol C1(=CC=C(C=C1)C1=NC(=NC(=N1)C1=CC=C(C=C1)C1=CC=CC=C1)C1=C(C=C(C=C1)OCC(CCCC)CC)O)C1=CC=CC=C1